NC1=C2C(=NC=N1)N(N=C2C2=NOC(=C2C2CCC(CC2)NC(CC)=O)C2CC2)C(C)C N-(4-{3-[4-amino-1-(propan-2-yl)-1H-pyrazolo[3,4-d]pyrimidin-3-yl]-5-cyclopropyl-1,2-oxazol-4-yl}cyclohexyl)propanamide